1-(1-acryloylpyrrolidin-3-yl)-N-methyl-3-(6-(trifluoromethyl)-pyridin-3-yl)-1H-indazole-7-carboxamide C(C=C)(=O)N1CC(CC1)N1N=C(C2=CC=CC(=C12)C(=O)NC)C=1C=NC(=CC1)C(F)(F)F